BrC1=NN2C(N=CC(=C2N[C@H]2C(CN(CC2)C=2N=NC(=CC2)C#N)(C)C)C(=O)N)=C1 (R)-2-bromo-7-((1-(6-cyanopyridazin-3-yl)-3,3-dimethylpiperidin-4-yl)amino)pyrazolo[1,5-a]pyrimidine-6-carboxamide